COC(=O)[C@@H]1C[C@H](CCC1)OC=1C(=NC(=NC1)C=1SC=CC1C=O)C (1S,3S)-3-((2-(3-formylthiophen-2-yl)-4-Methylpyrimidin-5-yl)oxy)cyclohexane-1-carboxylic acid methyl ester